BrC=1C=C2C(=CN1)N(C(=C2)C(=O)N2CCOCC2)C (5-bromo-1-methyl-1H-pyrrolo[2,3-c]pyridin-2-yl)(morpholino)methanone